N-[2-(pyridin-3-yl)ethyl]azetidine-3-carboxamide hydrochloride Cl.N1=CC(=CC=C1)CCNC(=O)C1CNC1